benzyl (R)-3-((4-methoxybenzyl) (methyl) amino)-3-methyl-piperidine-1-carboxylate COC1=CC=C(CN([C@]2(CN(CCC2)C(=O)OCC2=CC=CC=C2)C)C)C=C1